tert-Butyl 4-(4-amino-2-chlorobenzoyl)piperazine-1-carboxylate NC1=CC(=C(C(=O)N2CCN(CC2)C(=O)OC(C)(C)C)C=C1)Cl